C(C1=CC=CC=C1)OC(CN1CCN(CC1)C1=NC=C(C=N1)OCC(=O)O)=O 2-((2-(4-(2-(benzyloxy)-2-oxoethyl)piperazin-1-yl)pyrimidin-5-yl)oxy)acetic acid